(4-fluoro-3-hydroxyphenyl)(6-(3-methyl-1-(o-tolyl)-1H-pyrazol-5-yl)-2-azaspiro[3.3]heptan-2-yl)methanone FC1=C(C=C(C=C1)C(=O)N1CC2(C1)CC(C2)C2=CC(=NN2C2=C(C=CC=C2)C)C)O